4-((1-(4-(2,4-dioxotetrahydropyrimidin-1(2H)-yl)benzyl)piperidin-4-yl)ethynyl)-1-(((2S,3S,4S)-3-ethyl-4-fluoro-5-oxopyrrolidin-2-yl)methoxy)-7-methoxyisoquinoline-6-carboxamide O=C1N(CCC(N1)=O)C1=CC=C(CN2CCC(CC2)C#CC2=CN=C(C3=CC(=C(C=C23)C(=O)N)OC)OC[C@H]2NC([C@H]([C@H]2CC)F)=O)C=C1